4-(4-(9-propenoyl-3,9-diazaspiro[5.5]undec-3-yl)phenyl)-6-(1-methyl-1H-pyrazol-4-yl)pyrazolo[1,5-a]pyridine-3-carbonitrile C(C=C)(=O)N1CCC2(CCN(CC2)C2=CC=C(C=C2)C=2C=3N(C=C(C2)C=2C=NN(C2)C)N=CC3C#N)CC1